FC(OC=1C=C(C=CC1)CC(=O)NC1=CC=C(N=N1)N1CCC(CC1)C1=NN=C(S1)NC(C)=O)(F)F N-(5-(1-(6-(2-(3-(trifluoromethoxy)phenyl)acetamido)pyridazin-3-yl)piperidin-4-yl)-1,3,4-thiadiazol-2-yl)acetamide